C(=O)(O)C(CC=1C=C(C=CC1)C(CN(CCOC=1C=C(C=CC1)CC(C(=O)O)C1CNCC1)CCOC=1C=C(C=CC1)CC(C(=O)O)C1CNCC1)=O)C1CNCC1 3,3'-(((((2-(3-(2-carboxy-2-(pyrrolidin-3-yl)ethyl)phenyl)-2-oxoethyl)azanediyl)bis(ethane-2,1-diyl))bis(oxy))bis(3,1-phenylene))bis(2-(pyrrolidin-3-yl)propanoic acid)